Methoxytoluene CCOC1=CC=CC(=C1)C